OC(C)(C)C1=CC=C(C=C1)CCC1=CC=CC=C1 1-(4-α-hydroxyisopropylphenyl)-2-phenylethane